C(C)(C)(C)OC(=O)N([C@H]1CN(CC1)C=1N=CC(=NC1)C(=O)OC)C methyl (R)-5-(3-((tert-butoxycarbonyl)(methyl)amino)pyrrolidin-1-yl)pyrazine-2-carboxylate